1-Ethyl-3-methylimidazolium-2-carboxylat C(C)N1C(=[N+](C=C1)C)C(=O)[O-]